3-((5-(dimethylamino)pentanoyl) oxy)-2,2-bis(((9Z)-tetradec-9-enoyloxy)methyl)propyl (9Z,12Z)-octadec-9,12-dienoate C(CCCCCCC\C=C/C\C=C/CCCCC)(=O)OCC(COC(CCCCN(C)C)=O)(COC(CCCCCCC\C=C/CCCC)=O)COC(CCCCCCC\C=C/CCCC)=O